O1CCOC2=C1C=CC=C2C2=CC=C(C(=N2)OC)NC=2C=C(C(=O)NCC1=NC(=CC=C1)C)C=CC2 3-[6-(2,3-Dihydro-benzo[1,4]dioxin-5-yl)-2-methoxy-pyridin-3-ylamino]-N-(6-methyl-pyridin-2-ylmethyl)-benzamide